C(CCCCCCC)(=O)O.OCC(O)CO.OCC(O)CO.OCC(O)CO.OCC(O)CO tetraglycerol monocaprylate